2-Methyl-2-butenoic acid ((2S,3R,4R)-4-(4-acetylbenzyl)-2-(3,4,5-trimethoxyphenyl)tetrahydrofuran-3-yl)methyl ester C(C)(=O)C1=CC=C(C[C@@H]2[C@@H]([C@H](OC2)C2=CC(=C(C(=C2)OC)OC)OC)COC(C(=CC)C)=O)C=C1